(methyl)phosphonium tetrakis(pentafluorophenyl)borate lithium diphosphonate P(=O)([O-])OP(=O)O.[Li+].FC1=C(C(=C(C(=C1[B-](C1=C(C(=C(C(=C1F)F)F)F)F)(C1=C(C(=C(C(=C1F)F)F)F)F)C1=C(C(=C(C(=C1F)F)F)F)F)F)F)F)F.C[PH3+]